(4-oxa-7-azaspiro[2.5]oct-7-yl)(4-(trifluoromethyl)piperidin-4-yl)methanone trifluoroacetate FC(C(=O)O)(F)F.C1CC12OCCN(C2)C(=O)C2(CCNCC2)C(F)(F)F